N'-(cyclohexane-1,3-diylbis-methylene)bis(diglycidyl-amine) C1(CC(CCC1)CN(CC1CO1)CC1CO1)CN(CC1CO1)CC1CO1